2-(2-chloro-4-(4,4,5,5-tetramethyl-1,3,2-dioxaborolan-2-yl)phenoxy)-4-methylpyrimidine ClC1=C(OC2=NC=CC(=N2)C)C=CC(=C1)B1OC(C(O1)(C)C)(C)C